ClC1=C(C=C(C=C1)N1N=C(N=C1CNC(=O)NCC1=NC=NN1C1=CC(=C2C=NC=NC2=C1)C)C)F 1-{[1-(4-chloro-3-fluorophenyl)-3-methyl-1H-1,2,4-triazol-5-yl]methyl}-3-{[1-(5-methylquinazolin-7-yl)-1H-1,2,4-triazol-5-yl]methyl}urea